(1S,3S)-3-((2-(5-chloro-3-(((4-(2,2,2-trifluoroethoxy)pyrimidin-2-yl)amino)methyl)thiophen-2-yl)-4-methylpyrimidin-5-yl)oxy)cyclohexane-1-carboxylic acid ClC1=CC(=C(S1)C1=NC=C(C(=N1)C)O[C@@H]1C[C@H](CCC1)C(=O)O)CNC1=NC=CC(=N1)OCC(F)(F)F